C(C#C)NC(=O)N1CCCCC1 N-(prop-2-yn-1-yl)piperidine-1-carboxamide